4-epoxycyclohexylmethyl-3,4-epoxycyclohexenyl-carboxylate C12(C(CCCC1)O2)CC21C(C=C(CC2)C(=O)[O-])O1